C(=O)(O)CCN1C(C=2C=CC=C(CNCCNCC1)N2)(CCC(=O)O)CCC(=O)O tris(2-carboxyethyl)-3,6,9,15-tetraazabicyclo[9.3.1]pentadec-1(15),11,13-triene